(S)-camphanic acid [C@]12(C(CC(CC1)C2(C)C)C(=O)O)C